N-(1-(fluoromethyl)cyclopropyl)-2-(methoxy-d3)acetamide FCC1(CC1)NC(COC([2H])([2H])[2H])=O